OC(C)C1CN(C1)C1=C2C(=NC=C1)N(N=C2CNC(C=C)=O)C2=CC=C(C=C2)OC(F)(F)F N-((4-(3-(1-hydroxyethyl)azetidin-1-yl)-1-(4-(trifluoromethoxy)phenyl)-1H-pyrazolo[3,4-b]pyridin-3-yl)methyl)acrylamide